1-Methyl-6-(trifluoromethyl)-4-(1-((2-(trimethylsilyl)ethoxy)methyl)-1H-1,2,4-Triazol-3-yl)-1H-indazole CN1N=CC2=C(C=C(C=C12)C(F)(F)F)C1=NN(C=N1)COCC[Si](C)(C)C